P(=O)(OC1=C(C=CC=C1)CCCCCCCCC)(OC1=C(C=CC=C1)CCCCCCCCC)[O-].[Nd+3].C(CCCCCCCC)C1=C(C=CC=C1)OP(=O)(OC1=C(C=CC=C1)CCCCCCCCC)[O-].C(CCCCCCCC)C1=C(C=CC=C1)OP(=O)(OC1=C(C=CC=C1)CCCCCCCCC)[O-] neodymium bis(n-nonylphenyl) phosphate